2,5-dichlorostyrene ClC1=C(C=C)C=C(C=C1)Cl